Tetranonyl-Thiuram Monosulfide C(CCCCCCCC)N(C(SC(N(CCCCCCCCC)CCCCCCCCC)=S)=S)CCCCCCCCC